tert-butyl ((cis)-4-(((1R,2S)-2-(3'-(trifluoromethyl)-[1,1'-biphenyl]-4-yl)cyclopropyl)amino)cyclohexyl)carbamate FC(C=1C=C(C=CC1)C1=CC=C(C=C1)[C@H]1[C@@H](C1)N[C@H]1CC[C@H](CC1)NC(OC(C)(C)C)=O)(F)F